isopropyl (R)-(4-(5-(2-(N-(tert-butyl)sulfamoyl)-4-(3-(1-(pyridin-2-yl)ethyl)ureido)phenyl)thiazol-2-yl)bicyclo[2.2.2]octan-1-yl)carbamate C(C)(C)(C)NS(=O)(=O)C1=C(C=CC(=C1)NC(=O)N[C@H](C)C1=NC=CC=C1)C1=CN=C(S1)C12CCC(CC1)(CC2)NC(OC(C)C)=O